Tert-butyl(1-(2,6-dioxopiperidin-3-yl)-3-methyl-2-oxo-2,3-dihydro-1H-benzo[d]imidazol-4-yl)carbamate C(C)(C)(C)OC(NC1=CC=CC=2N(C(N(C21)C)=O)C2C(NC(CC2)=O)=O)=O